ClC1=NC2=CC(=CC=C2C=C1C1CC(=NN1C(CCCC(=O)O)=O)C1=CC=C(C=C1)OC(=O)N1CCOCC1)OCC 5-(5-(2-Chloro-7-ethoxyquinolin-3-yl)-3-(4-((morpholine-4-carbonyl)oxy)phenyl)-4,5-dihydro-1H-pyrazol-1-yl)-5-oxopentanoic acid